N1C=CC2=CC(=CC=C12)NC=1SC=C(N1)C(=O)N(C)OC 2-(1H-indol-5-ylamino)-N-methoxy-N-methylthiazole-4-carboxamide